BrC=1C(=NC(=NC1)NC=1C(=NN(C1)C1CC2CCC(C1)N2C)C)NCCCN2C(OCCC2)=O 3-(3-((5-bromo-2-((3-methyl-1-(8-methyl-8-azabicyclo[3.2.1]octan-3-yl)-1H-pyrazol-4-yl)amino)pyrimidin-4-yl)amino)propyl)-1,3-oxazinan-2-one